C(C)(C)C1=CC=C(C=C1)C1C(C=CC2=CC=CC=C12)C 4-(4-Isopropylphenyl)-3-methyl-3,4-dihydronaphthalene